[Cl-].C(C=C)(=O)NCCC[N+](C)(CC)CC acryloylaminopropyl-N,N-diethyl-N-Methylammonium chloride